4-((7-(benzyloxy)-2-(4,4-difluoropiperidin-1-yl)-6-methoxyquinazolin-4-yl)amino)tetrahydro-2H-thiopyran 1,1-dioxide C(C1=CC=CC=C1)OC1=C(C=C2C(=NC(=NC2=C1)N1CCC(CC1)(F)F)NC1CCS(CC1)(=O)=O)OC